(2-amino-5-bromo-6-methyl-3-pyridyl)-[3-(trifluoromethyl)-1-bicyclo[1.1.1]pentanyl]methanone NC1=NC(=C(C=C1C(=O)C12CC(C1)(C2)C(F)(F)F)Br)C